N-(4-hydroxyphenyl)-4-(4-(pyridin-3-yl)phenyl)butanamide OC1=CC=C(C=C1)NC(CCCC1=CC=C(C=C1)C=1C=NC=CC1)=O